1-((2S,4S,5S)-5-((5-((R)-2,2-difluorocyclopropyl)-7H-pyrrolo[2,3-d]pyrimidin-4-yl)amino)-4-fluoro-2-methylpiperidin-1-yl)prop-2-en-1-one FC1([C@H](C1)C1=CNC=2N=CN=C(C21)N[C@@H]2[C@H](C[C@@H](N(C2)C(C=C)=O)C)F)F